ClC1=C(C(=O)NC2=C3C=NN(C3=CC=C2)C2=CC(=C(C=C2)C)Cl)C=C(C=C1)CNC(COC)=O 2-chloro-N-[1-(3-chloro-4-methylphenyl)-1H-indazol-4-yl]-5-{[(methoxyacetyl)amino]methyl}benzamide